CN1C(C=2N=CN([C@H]3C[C@H](O)[C@@H](CO)O3)C2N=C1N)=O 1-Methyl-2'-deoxyguanosine